propylsilanetriol C(CC)[Si](O)(O)O